FC1=CC=C(C=C1)NP(=O)(CC1=CC=C(C=C1)C1=NOC(=N1)C(F)(F)F)C N-(4-fluorophenyl)-P-methyl-P-(4-(5-(trifluoromethyl)-1,2,4-oxadiazol-3-yl)benzyl)phosphinic amide